C(C)C1=C(C=CC=C1C1=NN(C(C2=CC=CC=C12)=O)C1=CC=C(C=C1)F)S(=O)(=O)N ethyl-3-(3-(4-fluorophenyl)-4-oxo-3,4-dihydro-phthalazin-1-yl)benzenesulfonamide